C1=CC=CC2=[O+]C3=C(C=C21)C=CC=C3 dibenzo[b,e]pyrylium